4-(2-oxo-5-(trifluoromethyl)-2,3-dihydro-1H-benzo[d]imidazol-1-yl)piperidine-1-carboxylic acid tert-butyl ester C(C)(C)(C)OC(=O)N1CCC(CC1)N1C(NC2=C1C=CC(=C2)C(F)(F)F)=O